CN1C(C(=C(C2=CC=CC=C12)N1CCC(CC1)C=1OC(=NN1)C1=CC=C(C=C1)C)C#N)=O 1-methyl-4-{4-[5-(4-methylphenyl)-1,3,4-oxadiazol-2-yl]piperidin-1-yl}-2-oxo-1,2-dihydroquinoline-3-carbonitrile